COC=1C=C(C=C(C1OC)OC)N1CCNCC1 4-(3,4,5-trimethoxyphenyl)piperazine